NC1=NC2=CC(=CC=C2C=C1F)CN(C(=O)C=1C=NN2C1C=CC=C2)C2=C(C=CC=C2)S(=O)(=O)C N-[(2-amino-3-fluoroquinolin-7-yl)methyl]-N-(2-methanesulfonylphenyl)pyrazolo[1,5-a]pyridine-3-carboxamide